rac-trans-1,2-diaminocyclohexane N[C@H]1[C@@H](CCCC1)N |r|